2-(chloromethyl)-6-methyl-1,3-benzothiazole ClCC=1SC2=C(N1)C=CC(=C2)C